tert-Butyl 4-(3-hydroxy-4-nitrophenyl)-3,6-dihydro-2H-pyridine-1-carboxylate OC=1C=C(C=CC1[N+](=O)[O-])C=1CCN(CC1)C(=O)OC(C)(C)C